1-(allylsulfonyl)-3-((dimethylamino)methyl)-4-(3-methoxyphenyl)piperidin-4-ol C(C=C)S(=O)(=O)N1CC(C(CC1)(O)C1=CC(=CC=C1)OC)CN(C)C